FC1([C@@H]([C@H](CCC1)N1CCN(CC1)C(C)C)NC(=O)N1C[C@@H]2[C@H](C1)CC(C2)C=2C=NC=CC2)F (3aR,5R,6aS)-N-{(1R,6S)-2,2-difluoro-6-[4-(propan-2-yl)piperazin-1-yl]cyclohexyl}-5-(pyridin-3-yl)hexahydrocyclopenta[c]pyrrole-2(1H)-carboxamide